tricyclo[5.2.1.02,6]dec-3-en-8-yl propanoate C(CC)(=O)OC1C2C3CC=CC3C(C1)C2